octadecyl-1,3-propylenediamine C(CCCCCCCCCCCCCCCCC)NCCCN